2-(4-chloro-1-isopropyl-1H-pyrazol-5-yl)-4-(4-(1-ethyl-4-(trifluoromethyl)-1H-imidazol-2-yl)-3-fluorobenzyl)-4,5,6,7-tetrahydropyrazolo[1,5-a]pyrimidine ClC=1C=NN(C1C1=NN2C(N(CCC2)CC2=CC(=C(C=C2)C=2N(C=C(N2)C(F)(F)F)CC)F)=C1)C(C)C